2-[(2-{4-[(2R)-2-hydroxypropoxy]pyridin-2-yl}-5H,6H,7H-cyclopenta[d]pyrimidin-4-yl)(methyl)amino]-N-(1-methylcyclobutyl)acetamide O[C@@H](COC1=CC(=NC=C1)C=1N=C(C2=C(N1)CCC2)N(CC(=O)NC2(CCC2)C)C)C